2-(4-(((1R,5S,8s)-3-oxabicyclo[3.2.1]octan-8-yl)amino)pyrido[3,4-d]pyridazin-1-yl)-5-chlorophenol [C@@H]12COC[C@@H](CC1)C2NC=2N=NC(=C1C2C=NC=C1)C1=C(C=C(C=C1)Cl)O